{4-amino-2-[4-(difluoromethyl)anilino]-1,3-thiazol-5-yl}[4-(difluoromethoxy)phenyl]methanone NC=1N=C(SC1C(=O)C1=CC=C(C=C1)OC(F)F)NC1=CC=C(C=C1)C(F)F